C(CCC)C1(CCCC1)C=O 1-Butylcyclopentane-1-carbaldehyde